FC=1C=C(C=CC1C=1C=NC(=CC1)C=1N=NN(N1)C)N1C(O[C@@H](C1)C(CF)O)=O (S)-3-(3-fluoro-4-(6-(2-methyl-2H-tetrazol-5-yl)pyridin-3-yl)phenyl)-5-(1-hydroxy-2-fluoroethyl)oxazolidin-2-one